cyclohexyl β-naphthalenesulfonate C1=C(C=CC2=CC=CC=C12)S(=O)(=O)OC1CCCCC1